C(C)(=O)OCC=1C(=NC=CC1C1=CN(C(C(=C1)NC1=NNC(=C1)C1CC1)=O)C)N1C(C=2N(C=3CCCCC3C2)CC1)=O (4-(5-(5-Cyclopropyl-1H-pyrazol-3-ylamino)-1-methyl-6-oxo-1,6-dihydropyridin-3-yl)-2-(1-oxo-3,4,6,7,8,9-hexahydropyrazino[1,2-a]indol-2(1H)-yl)pyridine-3-yl)methyl acetate